(7R,14R)-11-[2-(1-Aminocyclobutyl)pyrimidin-5-yl]-1-(difluoromethoxy)-6-methyl-6,7-dihydro-7,14-methanobenzimidazo[1,2-b][2,5]benzodiazocine-5(14H)-one NC1(CCC1)C1=NC=C(C=N1)C=1C=CC2=C(C1)N1[C@H]3C4=C(C(N([C@@H](C1=N2)C3)C)=O)C=CC=C4OC(F)F